OCCOCCCN 3-(2-hydroxyethoxy)propylamine